4-(4-aminophenoxy)-N,N-dimethylquinazolin-7-amine NC1=CC=C(OC2=NC=NC3=CC(=CC=C23)N(C)C)C=C1